FC=1C=C(C=C(C1)F)NC=1C=C2C(=NNC2=CC1)C#CC1=NC=CC=C1 N-(3,5-difluorophenyl)-3-(pyridin-2-ylethynyl)-1H-indazol-5-amine